FC=1C=CC(=C(C1)CO)C=1C=NC=2N(C1)C=C(N2)COC2=CC=C(C=C2)F [5-fluoro-2-[2-[(4-fluorophenoxy)methyl]imidazo[1,2-a]pyrimidin-6-yl]phenyl]methanol